CC1CC(C1)(C1=NN=CN1C([2H])([2H])[2H])C=1C=C(C=CC1)NC(=O)C=1C=2N(C=C(C1)CNC1(CC1)C)C=CN2 N-(3-((1s,3s)-3-methyl-1-(4-(methyl-d3)-4H-1,2,4-triazol-3-yl)cyclobutyl)phenyl)-6-(((1-methylcyclopropyl)amino)methyl)imidazo[1,2-a]pyridine-8-carboxamide